COC(=O)C=1C=NC(=C(C1C(=O)OC)C)Cl 6-chloro-5-methylpyridine-3,4-dicarboxylic acid dimethyl ester